1-methyl-1H-1,3-benzodiazol-5-amine CN1C=NC2=C1C=CC(=C2)N